ClC1=NC=CC2=C1N=C(N=C2)NC2=C(C=C(C=C2)C2CCOCC2)OC 8-chloro-N-(2-methoxy-4-(tetrahydro-2H-pyran-4-yl)phenyl)pyrido[3,4-d]pyrimidin-2-amine